C(C)(=O)O.C(C)(=O)O.C(C1=CC=C(C(=O)OC)C=C1)(=O)OC dimethyl terephthalate diacetate